6-{5-[(cyclopropylamino)carbonyl]-3-fluoro-2-methylphenyl}-N-[3-(trifluoromethyl)benzyl]nicotinamide C1(CC1)NC(=O)C=1C=C(C(=C(C1)C1=NC=C(C(=O)NCC2=CC(=CC=C2)C(F)(F)F)C=C1)C)F